C(#N)/C(/C(=O)NCCOCCOCCOC)=C/C1=CC2=CC=C(C=C2C=C1)N1CCCCC1 (Z)-2-cyano-N-(2-(2-(2-methoxyethoxy)ethoxy)ethyl)-3-(6-(piperidin-1-yl)naphthalen-2-yl)acrylamide